2-((Dibenzylamino)methyl)cyclobutan-1-one C(C1=CC=CC=C1)N(CC1=CC=CC=C1)CC1C(CC1)=O